2-(4-chloro-3-fluoro-phenoxy)-N-[1-(hydroxymethyl)-3-bicyclo[1.1.1]pentanoyl]acetamide ClC1=C(C=C(OCC(=O)NC(=O)C23CC(C2)(C3)CO)C=C1)F